rel-(1R,3S)-3-(5-((7,7-dimethyl-5-oxo-6,7-dihydro-5H-pyrrolo[3,4-b]pyridin-2-yl)amino)-1H-pyrazol-3-yl)cyclopentyl isopropylcarbamate C(C)(C)NC(O[C@H]1C[C@H](CC1)C1=NNC(=C1)NC1=CC=C2C(=N1)C(NC2=O)(C)C)=O |o1:6,8|